C(C)[C@]1(C(OCC=2C(N3CC=4C(=NC=5C=CC(=CC5C4CC)OC([C@H]4N(CCC4)C(C4=CC=CC=C4)C4=CC=CC=C4)=O)C3=CC21)=O)=O)O Benzhydryl-proline (S)-4,11-diethyl-4-hydroxy-3,14-dioxo-3,4,12,14-tetrahydro-1H-pyrano[3',4':6,7]indolizino[1,2-b]quinolin-9-yl ester